COC=1C=C(NC2C(C(N(C2)CC(F)(F)F)=O)(C)C)C=C(C1)OC 4-(3,5-Dimethoxyanilino)-3,3-dimethyl-1-(2,2,2-trifluoroethyl)pyrrolidin-2-one